ClC1=CC=C(C(=N1)C(=O)OC(C)(C)C)NC(C)C=1C=C(C=C2C(N(C(=NC12)N1C[C@@H]2C([C@@H]2C1)OC)C)=O)F Tert-Butyl 6-chloro-3-((1-(6-fluoro-2-((1R,5S,6s)-6-methoxy-3-azabicyclo[3.1.0]hexan-3-yl)-3-methyl-4-oxo-3,4-dihydroquinazolin-8-yl)ethyl)amino)picolinate